C(CSCC(=O)O)(=O)O monothiodiacetic acid